2,2-bis(4-methylphenyl)hexafluoropropane CC1=CC=C(C=C1)C(C(F)(F)F)(C(F)(F)F)C1=CC=C(C=C1)C